(S)-1-(4,4-dimethyltetrahydrofuran-3-yl)-2-(4-(6-((5-ethoxy-1,3,4-thiadiazol-2-yl)methoxy)-5-fluoropyridin-2-yl)-2,5-difluorobenzyl)-4-fluoro-1H-benzo[d]imidazole-6-carboxylic acid CC1([C@@H](COC1)N1C(=NC2=C1C=C(C=C2F)C(=O)O)CC2=C(C=C(C(=C2)F)C2=NC(=C(C=C2)F)OCC=2SC(=NN2)OCC)F)C